FC1=C(CN2C3=C(C(=C(CC2=O)C(=O)NC)O)C=CC=C3)C(=CC=C1)F 1-(2,6-difluorobenzyl)-5-hydroxy-N-methyl-2-oxo-2,3-dihydro-1H-benzo[b]azepine-4-carboxamide